C(C(C)(C)C)(=O)[O-] pivalic acid anion